tert-butyl (1-(4-aminophenyl) cyclobutyl)carbamate NC1=CC=C(C=C1)C1(CCC1)NC(OC(C)(C)C)=O